N(N)CCN1CCOCC1 4-(2-hydrazinoethyl)morpholine